2-isobutyl-2-phenyl-1,3-dimethoxypropane C(C(C)C)C(COC)(COC)C1=CC=CC=C1